tert-butyl 4-(3-(1-(2-fluoro-4-(hydrazinecarbonyl)benzyl)-1H-1,2,3-triazol-4-yl)phenyl)piperidin-1-carboxylate FC1=C(CN2N=NC(=C2)C=2C=C(C=CC2)C2CCN(CC2)C(=O)OC(C)(C)C)C=CC(=C1)C(=O)NN